3-(5,5'-Difluoro-6'-methyl-[3,4'-bipyridyl]-2'-yl)-5-(3-fluorophenyl)-1,2,4-oxadiazole FC=1C=C(C=NC1)C1=CC(=NC(=C1F)C)C1=NOC(=N1)C1=CC(=CC=C1)F